[Ir+3].CC=1C(=NC=C(N1)C)C1=CC=CC=C1.CC=1C(=NC=C(N1)C)C1=CC=CC=C1 di(3,5-dimethyl-2-phenylpyrazine) iridium (III)